FC=1C(=NC=C(C1)C(C(C(F)(F)F)(F)F)(F)F)C=1C(=C(C(=O)N)C=C(C1)[N+](=O)[O-])SC1=NN=NN1C12CCN(CC1)CC2 [3-fluoro-5-(1,1,2,2,3,3,3-heptafluoropropyl)-2-pyridyl]-5-nitro-2-(1-quinuclidin-4-yltetrazol-5-yl)sulfanyl-benzamide